5-(5-(4,4-difluoropiperidine-1-carbonyl)-1H-pyrrolo[2,3-b]pyridin-1-yl)-N-(pentan-3-yl)picolinamide FC1(CCN(CC1)C(=O)C=1C=C2C(=NC1)N(C=C2)C=2C=CC(=NC2)C(=O)NC(CC)CC)F